5-(furan-2-yl)-N-(1-(1,2,3,4-tetrahydronaphthalen-1-yl)-1H-pyrazol-4-yl)isoxazole-3-carboxamide O1C(=CC=C1)C1=CC(=NO1)C(=O)NC=1C=NN(C1)C1CCCC2=CC=CC=C12